CC1=C(C2=C(N(C(=N2)CN2CCC(CC2)C2=CC=CC=3O[C@](OC32)(C)C3=NC=C(C=C3)Cl)C[C@H]3OCC3)C=C1)C(C)(F)F Methyl-2-((4-((S)-2-(5-chloropyridin-2-yl)-2-methylbenzo[d][1,3]dioxol-4-yl)piperidin-1-yl)methyl)-4-(1,1-difluoroethyl)-1-(((S)-oxetan-2-yl)methyl)-1H-benzo[d]imidazole